(2S,4S)-4-(7-bromo-4-(3-(dimethylamino)-3-methylazetidin-1-yl)-6-fluoro-8-methyl-1H-pyrazolo[4,3-c]quinolin-1-yl)-2-(cyanomethyl)piperidine-1-carboxylic acid tert-butyl ester C(C)(C)(C)OC(=O)N1[C@@H](C[C@H](CC1)N1N=CC=2C(=NC=3C(=C(C(=CC3C21)C)Br)F)N2CC(C2)(C)N(C)C)CC#N